9'-phenyl-9'H-9,2':7',9''-tercarbazole C1(=CC=CC=C1)N1C2=CC(=CC=C2C=2C=CC(=CC12)N1C2=CC=CC=C2C=2C=CC=CC12)N1C2=CC=CC=C2C=2C=CC=CC12